(S)-N-(2,2-difluoro-1-(1-neopentyl-6-(2-(trifluoromethyl)pyridin-3-yl)-1H-indol-3-yl)ethyl)-sulfamoyldimethylamine FC([C@H](C1=CN(C2=CC(=CC=C12)C=1C(=NC=CC1)C(F)(F)F)CC(C)(C)C)N(CS(N)(=O)=O)C)F